CCC(CC)NC1=CC=C(C(=O)OC)C=C1 methyl 4-(N-3-pentylamino)benzoate